N1=CC=C(C2=C1NC1=C(O2)C=CC=C1)OC1=CC=C(C=C1)NC(=O)C1=CN(C=C(C1=O)C1=CC=C(C=C1)F)C(C)C N-(4-((10H-benzo[b]pyrido[2,3-e][1,4]oxazin-4-yl)oxy)phenyl)-5-(4-fluorophenyl)-1-isopropyl-4-oxo-1,4-dihydropyridine-3-carboxamide